FC=1C=C(C=C2CC(CC12)CO)OCCNS(=O)(=O)C N-[2-[7-fluoro-2-(hydroxymethyl)indan-5-yl]oxyethyl]methanesulfonamide